C1(=CC=C(C=C1)C(=O)O[C@@H]([C@@H](C(=O)[O-])O)C(=O)[O-])C O'-p-toluoyl-D-tartrate